C(#N)C1(CC1)NC([C@H](CC=1OC2=C(N1)C=CC(=C2)C=2C=NC(=CC2)NC(C)=O)NC(=O)C=2N(N=C(C2)C2(CC2)C)C2CC2)=O (2S)-N-(1-cyanocyclopropyl)-2-{[2-cyclopropyl-5-(1-methylcyclopropyl)pyrazol-3-yl]formamido}-3-[6-(6-acetamidopyridin-3-yl)-1,3-benzoxazol-2-yl]propanamide